N-(1-(3,3-difluorocyclobutyl)-2-oxo-1,2-dihydropyridin-3-yl)-2,6-difluoro-4-nitrobenzamide FC1(CC(C1)N1C(C(=CC=C1)NC(C1=C(C=C(C=C1F)[N+](=O)[O-])F)=O)=O)F